5-amino-1,3-thiazole-4-carboxylic acid methyl ester COC(=O)C=1N=CSC1N